ClC1=C(C(=C(C(=N1)N1CC(CCC1)N(C(OC(C)(C)C)=O)C)C#N)C1CC1)C#N tert-butyl (1-(6-chloro-3,5-dicyano-4-cyclopropylpyridin-2-yl)piperidin-3-yl)(methyl)carbamate